FC1=C(CN2C(C3=C(N=CN=C3)C(=C2)C(=O)N[C@@H]2[C@H](COCC2)O)=O)C(=CC(=C1)C=1C2=CN(N=C2C=CC1)C)F 6-(2,6-difluoro-4-(2-methyl-2H-indazol-4-yl)benzyl)-N-((3R,4S)-3-hydroxytetrahydro-2H-pyran-4-yl)-5-oxo-5,6-dihydropyrido[4,3-d]pyrimidine-8-carboxamide